(R)-N-(1-(3-amino-5-(trifluoromethyl)phenyl)ethyl)-2-(azetidin-1-yl)-6-(4,4-difluoropiperidin-1-yl)pyrido[3,4-d]pyrimidin-4-amine NC=1C=C(C=C(C1)C(F)(F)F)[C@@H](C)NC=1C2=C(N=C(N1)N1CCC1)C=NC(=C2)N2CCC(CC2)(F)F